Sodium 4-cyano-3,5-dimethoxybenzoate C(#N)C1=C(C=C(C(=O)[O-])C=C1OC)OC.[Na+]